FC(C(=O)O)(F)F.NC=1C=2N(C=C(N1)C(F)(F)F)C(=CN2)C=2C(=CC(=C(C2)S(=O)(=O)NC21CCC(C2)(C1)CO)C)C 5-(8-Amino-6-(trifluoromethyl)imidazo[1,2-a]pyrazin-3-yl)-N-(4-(hydroxymethyl)bicyclo[2.1.1]hexan-1-yl)-2,4-dimethylbenzenesulfonamide trifluoroacetate salt